ClC=1C(=NC=CC1SC=1C=CC=2C(=NC=C(N2)N2CCC(CC2)(NC)C)N1)N 3-chloro-4-((2-(4-methyl-4-(methylamino)piperidin-1-yl)pyrido[2,3-b]pyrazin-6-yl)thio)pyridin-2-amine